N=1C=C(N2C1C=NC=C2)CN2CCC1=CC=C(C=C21)C(=O)NC2=CC(=CC=C2)C(F)(F)F 1-(Imidazo[1,2-a]pyrazin-3-ylmethyl)-N-(3-(trifluoromethyl)phenyl)indolin-6-carboxamid